C(C)[Si](C=1C=C(C=CC1)C(=C)C1=CC=C(C=C1)[SiH](C)C)(OC(C)C)CC 1-[3-(diethylisopropoxysilyl)phenyl]-1-(4'-dimethylsilylphenyl)ethylene